FC1=C(SC=C1)S(=O)(N)=N 3-fluorothiophene-2-sulfonimidamide